C(C)(CC)C1C(NC2=C(CN1C(=O)C=1NC=CN1)C=CC=C2)=O 3-(sec-butyl)-4-(1H-imidazole-2-carbonyl)-1,3,4,5-tetrahydro-2H-benzo[1,4]diazepin-2-one